(2'S,7R)-2-chloro-4-methoxy-2'-methyl-1'-[[1-(2-methylsulfonylethyl)pyrazol-4-yl]methyl]spiro[4,5-dihydrothieno[2,3-c]pyran-7,4'-piperidine] ClC1=CC2=C(S1)[C@@]1(C[C@@H](N(CC1)CC=1C=NN(C1)CCS(=O)(=O)C)C)OCC2OC